4-hydroxy-N-((4-(4-methoxy-3-methyl-phenyl)bicyclo[2.2.2]octan-1-yl)methyl)cyclohexanecarboxamide OC1CCC(CC1)C(=O)NCC12CCC(CC1)(CC2)C2=CC(=C(C=C2)OC)C